BrC1=CN=C2N1C=C(C=C2)C(C)(C)O[Si](C)(C)C(C)(C)C 3-bromo-6-[1-(tert-butyl-dimethyl-silanyloxy)-1-methyl-ethyl]-imidazo[1,2-a]pyridine